(6S)-3-(1,1-dioxo-1,2,6-thiadiazinan-2-yl)-6-methyl-N-(3,4,5-trifluorophenyl)-6,7-dihydro-4H-pyrazolo[1,5-a]pyrazine-5-carboxamide O=S1(N(CCCN1)C=1C=NN2C1CN([C@H](C2)C)C(=O)NC2=CC(=C(C(=C2)F)F)F)=O